(S)-1-(6-(3-methyl-1H-pyrrolo[2,3-b]pyridin-5-yl)-8-(pyrrolidin-2-yl)-3,4-dihydroisoQuinolin-2(1H)-yl)methoxyethyl ketone CC1=CNC2=NC=C(C=C21)C=2C=C1CCN(CC1=C(C2)C2NCCC2)CO[C@@H](C)C(=O)[C@H](C)OCN2CC1=C(C=C(C=C1CC2)C=2C=C1C(=NC2)NC=C1C)C1NCCC1